2,5-ditert-butylhydroquinone C(C)(C)(C)C1=C(O)C=C(C(=C1)O)C(C)(C)C